CN1N=C(C(=C1)NC=O)OC1COC1 N-(1-methyl-3-(oxetan-3-yloxy)-1H-pyrazol-4-yl)formamide